2-mercapto-6-methylpyridine SC1=NC(=CC=C1)C